COC1=CC=C(CSC2=CC=3C(=NC=C(C3C3=NN(C=N3)C)C(F)(F)F)N2)C=C1 2-((4-methoxybenzyl)thio)-4-(1-methyl-1H-1,2,4-triazol-3-yl)-5-(trifluoromethyl)-1H-pyrrolo[2,3-b]pyridine